CN1N=C(C2=CC=CC=C12)C(=O)OC=1C=NC=C(C1)Cl 5-chloropyridin-3-yl 1-methyl-1H-indazole-3-carboxylate